BrC=1C=C2C(=NN(C2=CC1)C1OCCCC1)C1=CC(=NC=C1)OC(C)C 5-bromo-3-(2-isopropoxypyridin-4-yl)-1-(tetrahydro-2H-pyran-2-yl)-1H-indazole